CC1=C(C2=CC3=CC=CC3=CC2=C1)[Si](C1(C(=C(C(=C1)C)C)C)C)(C)C (2-methyl-s-indacen-1-yl)dimethyl-(tetramethylcyclopentadienyl)silane